C(CC\C=C/CCCCC)C(CO)CCC\C=C/CCCCC (6Z)-2-[(4Z)-dec-4-en-1-yl]dodec-6-en-1-ol